O(C1=CC=CC=C1)C1=CC=C(C=C1)C1=NN(C2=NC=NC=C21)C2CC1(CN(C1)C(C#CCC)=O)C2 1-(6-(3-(4-phenoxyphenyl)-1H-pyrazolo[3,4-d]pyrimidin-1-yl)-2-azaspiro[3.3]heptan-2-yl)pent-2-yn-1-one